C(C=C(C)C)(=O)SCCNC(CCNC([C@@H](C(COP(OP(OC[C@@H]1[C@H]([C@H]([C@@H](O1)N1C=NC=2C(N)=NC=NC12)O)OP(=O)(O)O)(=O)O)(=O)O)(C)C)O)=O)=O senecioyl-coenzyme A